4-bromo-N-methylsulfonyl-butanamide BrCCCC(=O)NS(=O)(=O)C